C(C)(C)(C)C=1N=C(N(C1)C(=O)NC(C)CC(C)C)OC (tert-butyl)-2-methoxy-N-(4-methylpent-2-yl)-1H-imidazole-1-carboxamide